CC1=C(N=NC(=C1C)N1CC=2C=C(C=NC2CC1)NC1=C(C=CC=C1)C)C#N 4,5-dimethyl-6-[3-(2-methylanilino)-7,8-dihydro-5H-1,6-naphthyridin-6-yl]pyridazine-3-carbonitrile